2,2-diisopropylpropionic acid methyl amide CNC(C(C)(C(C)C)C(C)C)=O